ClC1=CC(=C(C(=O)N2C[C@H](N(CC2)C=2C=CC(=NC2CN)C=2C(=NC=CC2)OCC)CC)C=C1)C(F)(F)F 1-{5-[(2R)-4-[4-chloro-2-(trifluoromethyl)benzoyl]-2-ethylpiperazin-1-yl]-2'-ethoxy-[2,3'-bipyridin]-6-yl}methylamine